BrC1=CC=C(C=N1)N(C(CCOC)=O)CCCC N-(6-bromopyridin-3-yl)-N-butyl-3-methoxypropionamide